arachidamidopropyldiethylamine C(CCCCCCCCCCCCCCCCCCC)(=O)NCCCN(CC)CC